5'-chloro-2'-{4-[(dimethylamino)methyl]piperidine-1-carbonyl}-7',8'-dihydro-6'H-spiro[cyclohexane-1,9'-furo[2,3-f]quinazoline]-7'-one ClC=1C=C2C(=C3C4(NC(NC13)=O)CCCCC4)OC(=C2)C(=O)N2CCC(CC2)CN(C)C